3-(3,5-difluorophenyl)-N-[(4S)-3,4-dihydro-2H-1-benzopyran-4-yl]-8-isopropyl-2-methylimidazo[1,2-b]pyridazine-7-carboxamide FC=1C=C(C=C(C1)F)C1=C(N=C2N1N=CC(=C2C(C)C)C(=O)N[C@H]2CCOC1=C2C=CC=C1)C